CC1=C(C(=CC(=C1)C)C)N1C(N(C(C1)C[N+](C)(C)C)C1=C(C=C(C=C1C)C)C)=[Ru-5](Cl)(Cl)(=CC1=C(C=CC(=C1)[N+](=O)[O-])OC(C)C)Cl [1,3-Bis(2,4,6-trimethylphenyl)-4-[(trimethylammonio)methyl]imidazolidin-2-ylidene]-(2-i-propoxy-5-nitrobenzylidene)dichlororuthenium(II) chloride